ClC1=C(C=CC(=C1)C#N)C1N(CCC(C1)OCC)C(=O)OCC1=CC=CC=C1 benzyl 2-(2-chloro-4-cyanophenyl)-4-ethoxypiperidine-1-carboxylate